4-((3-(4-(difluoromethoxy)phenyl)imidazo[1,2-a]pyrazin-8-yl)amino)-N-(2-(dimethylamino)ethyl)-N,2-dimethylbenzamide FC(OC1=CC=C(C=C1)C1=CN=C2N1C=CN=C2NC2=CC(=C(C(=O)N(C)CCN(C)C)C=C2)C)F